C(C)OC(C=COCC)=O ethyl-3-ethoxyacrylate